NCCOC1=C(C=C(OC2CN(C2)C=2C(=C(C(=O)OC)C=CC2)N2C=CC=C2)C=C1)OC Methyl 3-(3-(4-(2-aminoethoxy)-3-methoxyphenoxy)azetidin-1-yl)-2-(1H-pyrrol-1-yl)benzoate